S1C(=NC=C1)C=1N=NN(C1)CCOCC=1NC=C(CC1C(=O)O)C(=O)O 2-((2-(4-(thiazol-2-yl)-1H-1,2,3-triazol-1-yl)ethoxy)methyl)-1,4-dihydropyridine-3,5-dicarboxylic acid